NCCC1CC(OC(O1)(C)C)CC(=O)OC(C)(C)C tert-butyl 6-aminoethyl-2,2-dimethyl-1,3-dioxane-4-acetate